4-Bromo-1-(5-(isopropylsulfanyl)-4-(4-(trifluoromethyl)phenyl)thiazol-2-yl)-3-methoxy-1H-pyrazole-5-carboxylic acid methyl ester COC(=O)C1=C(C(=NN1C=1SC(=C(N1)C1=CC=C(C=C1)C(F)(F)F)SC(C)C)OC)Br